ClC=1C=C2C3=C(NC2=C(C1)N(C(OC(C)(C)C)=O)C)N=CC=C3 tert-butyl (6-chloro-9H-pyrido[2,3-b]indol-8-yl)(methyl)carbamate